O-phenyl {4-[(3-bromo-1-{[2-(trimethylsilyl)ethoxy]methyl}-1H-pyrrolo[2,3-b]pyridin-4-yl)oxy]-3,5-difluorophenyl}carbamothioate BrC1=CN(C2=NC=CC(=C21)OC2=C(C=C(C=C2F)NC(OC2=CC=CC=C2)=S)F)COCC[Si](C)(C)C